N-(4-chloro-3-fluorophenyl)-2-(1H-imidazol-1-yl)pyrimidine-4-carboxamide tert-Butyl-((1-(4-Cyanophenyl)-2-methyl-1H-indol-5-yl)methyl)carbamate C(C)(C)(C)N(C(O)=O)CC=1C=C2C=C(N(C2=CC1)C1=CC=C(C=C1)C#N)C.ClC1=C(C=C(C=C1)NC(=O)C1=NC(=NC=C1)N1C=NC=C1)F